C(C)(C)(C)[P@](C1=NC2=CC=CC=C2N=C1[P@](C)C(C)(C)C)C 2,3-bis((R)-tert-butyl-(methyl)phosphino)quinoxaline